C(C)(C)(C)OC(=O)N1[C@H](CN(C[C@@H]1C)C=1C=C(C=2C(=NN(C2C1)C1OCCCC1)NC=1C=C(C=2N(C1)C=C(N2)C)F)C(=O)OC)C methyl 6-[(3S,5S)-4-tert-butoxycarbonyl-3,5-dimethyl-piperazin-1-yl]-3-[(8-fluoro-2-methyl-imidazo[1,2-a]pyridin-6-yl)amino]-1-tetrahydropyran-2-yl-indazole-4-carboxylate